7,8-dichloro-4-(1H-imidazol-1-yl)quinolin-2(1H)-one ClC1=CC=C2C(=CC(NC2=C1Cl)=O)N1C=NC=C1